ClC1=NC=CC(=C1Cl)C=1C(=C(C=CC1)NC(=O)C1=CC=C(C=N1)CN(C(OC(C)(C)C)=O)CCOC)C tert-butyl ((6-((3-(2,3-dichloropyridin-4-yl)-2-methylphenyl)carbamoyl)pyridin-3-yl)methyl)(2-methoxyethyl)carbamate